P(=S)(SOCC)(OOCC)[O-] diethoxy dithiophosphate